C(CC)C=COOC methoxy propyl-vinyl ether